C(C)C1=C(C=CC=C1)N1N=CC(=C1C)C(=O)NC=1N=CC2=CC=CC=C2C1 1-(2-ethylphenyl)-N-(isoquinolin-3-yl)-5-methyl-1H-pyrazole-4-carboxamide